FC1=C(C=CC(=C1)OCC1=CC=NC=C1)C1=NC=2C=CNC(C2C(=C1)NC1=NC=C(C=C1)N1CCC(CC1)O)=O 2-[2-fluoro-4-(4-pyridyl-methoxy)phenyl]-4-[[5-(4-hydroxy-1-piperidyl)-2-pyridyl]amino]-6H-1,6-naphthyridin-5-one